ethoxynicotinic acid C(C)OC1=C(C(=O)O)C=CC=N1